5-METHYL-1H-TETRAZOLE CC1=NN=NN1